3-methoxy-N-(4-methyl-1,1-dioxo-thian-4-yl)-6-[[3-(2,2,2-trifluoroethoxy)-2-pyridyl]oxy]imidazo[1,2-a]pyridine-2-carboxamide COC1=C(N=C2N1C=C(C=C2)OC2=NC=CC=C2OCC(F)(F)F)C(=O)NC2(CCS(CC2)(=O)=O)C